BrC=1C=CC2=C(C3=C(O2)C(CCC3)=O)C1 8-bromo-2,3-dihydrodibenzo[b,d]furan-4(1H)-one